(2R,3S,5R)-5-(4-amino-2-chloro-7H-pyrrolo[2,3-d]pyrimidin-7-yl)-2-((benzoyloxy)methyl)-2-ethynyltetrahydrofuran-3-yl benzoate C(C1=CC=CC=C1)(=O)O[C@@H]1[C@@](O[C@H](C1)N1C=CC2=C1N=C(N=C2N)Cl)(C#C)COC(C2=CC=CC=C2)=O